(4-(1-(2,6-dichlorophenyl)azetidin-3-yl)-2,6-diethylbenzyl)piperidine-4-carboxylic acid ClC1=C(C(=CC=C1)Cl)N1CC(C1)C1=CC(=C(CN2CCC(CC2)C(=O)O)C(=C1)CC)CC